tert-Butyl (2R,4S)-2-(6-{(S)-(4,4-difluorocyclohexyl)[(2-isopropyl-1,2,4-triazole-3-carbonyl)amino]methyl}imidazo[1,2-b][1,2,4]triazin-3-yl)-4-hydroxypiperidine-1-carboxylate FC1(CCC(CC1)[C@@H](C=1N=C2N(N=CC(=N2)[C@@H]2N(CC[C@@H](C2)O)C(=O)OC(C)(C)C)C1)NC(=O)C=1N(N=CN1)C(C)C)F